Cl.FC([C@H](N)C1=C(C=CC=C1)N1CCOCC1)(F)F (R)-2,2,2-trifluoro-1-(2-morpholinylphenyl)ethan-1-amine hydrochloride